N-(5-aminopentyl)-1,5-pentanediamine NCCCCCNCCCCCN